[OH-].C(C(=C)C)(=O)OCC[N+](CCCS(=O)(=O)O)(C)C 2-(methacryloyloxy)ethyl-dimethyl-(3-sulfopropyl)-ammonium hydroxide